2-(4-((5-(benzyloxy)-3-fluoro-2-(4-methoxyphenyl)-1H-indol-1-yl)methyl)phenyl)-N-ethylethan-1-amine C(C1=CC=CC=C1)OC=1C=C2C(=C(N(C2=CC1)CC1=CC=C(C=C1)CCNCC)C1=CC=C(C=C1)OC)F